C(C=C)(=O)N1C[C@@H]2COC3=C(C(N2CC1)=O)C(=NC(=C3Cl)C3=C(C=CC=C3O)F)N3[C@@H]([C@@H](N(CC3)C)C)C (6aR)-8-Acryloyl-4-chloro-3-(2-fluoro-6-hydroxyphenyl)-1-((2R,3S)-2,3,4-trimethylpiperazin-1-yl)-6,6a,7,8,9,10-hexahydro-12H-pyrazino[2,1-c]pyrido[3,4-f][1,4]oxazepin-12-one